CC1CC(C(C(=O)O)CC1)C(=O)O 4-methylhexa-hydrophthalic acid